(S)-5-benzyl-N-(5-methyl-4-oxo-7-(8-oxa-2-azaspiro[4.5]decan-2-yl)-2,3,4,5-tetrahydrobenzo[b][1,4]oxazepin-3-yl)-1H-1,2,4-triazole-3-carboxamide C(C1=CC=CC=C1)C1=NC(=NN1)C(=O)N[C@@H]1C(N(C2=C(OC1)C=CC(=C2)N2CC1(CC2)CCOCC1)C)=O